C(C)N(CCN1C(C2=C(CC1)NC(=C2C)\C=C\2/C(NC1=CN=C(C=C12)C1=C(C=CC(=C1)F)C)=O)=O)CC (Z)-5-(2-(diethylamino)ethyl)-2-((5-(5-fluoro-2-methylphenyl)-2-oxo-1,2-dihydro-3H-pyrrolo[2,3-c]pyridin-3-ylidene)methyl)-3-methyl-1,5,6,7-tetrahydro-4H-pyrrolo[3,2-c]pyridin-4-one